(1-(((2R,3S,4R,5S)-5-(2-chloro-4-(cyclopentylamino)pyrrolo[2,1-f][1,2,4]triazin-7-yl)-3,4-dihydroxytetrahydrofuran-2-yl)methoxy)-2-hydroxyethyl)phosphonic acid ClC1=NN2C(C(=N1)NC1CCCC1)=CC=C2[C@H]2[C@@H]([C@@H]([C@H](O2)COC(CO)P(O)(O)=O)O)O